COC=1C=C(C=CC1OC)C=1N=C2N(C(C1)=O)C=C(C=C2)[C@@H]2CC[C@@H](CC2)NC 2-(3,4-dimethoxyphenyl)-7-[cis-4-(methylamino)cyclohexyl]-4H-pyrido[1,2-a]pyrimidin-4-one